N1(N=CC=C1)C=1C=CC(N(N1)CC1CCN(CC1)CC(C(F)(F)F)O)=O 6-pyrazol-1-yl-2-[[1-(3,3,3-trifluoro-2-hydroxypropyl)piperidin-4-yl]methyl]pyridazin-3-one